tetradecyl-dimethyl-(2-hydroxy)ethyl-ammonium chloride [Cl-].C(CCCCCCCCCCCCC)[N+](CCO)(C)C